FC1=C(C=C(C=2C(C3=C(SCC21)C=CC=C3)=O)OC)F 7,8-difluoro-10-methoxydibenzo[b,e]thiepin-11(6H)-one